CC1CCC2C3CC(C(C12)(C3)C)(O)C 5,7,8-trimethyltricyclo[5.2.1.0~2,6~]decan-8-ol